7-[6-[1-[2-(aminomethyl)-3,3-difluoro-allyl]-5-oxo-1,2,4-triazol-4-yl]-2-pyridinyl]-1,4-dihydro-3,1-benzoxazin-2-one NCC(CN1N=CN(C1=O)C1=CC=CC(=N1)C1=CC2=C(COC(N2)=O)C=C1)=C(F)F